O1CCC2=C1C=CC=C2 1,3-dihydrobenzofuran